tert-Butyl (5S,8S,11S)-8-(2-(tert-butoxy)-2-oxoethyl)-5-(naphthalen-2-ylmethyl)-3,6,9-trioxo-1-phenyl-11-((4-(trifluoromethyl)phenyl)carbamoyl)-2-oxa-4,7,10-triazatetradecan-14-oate C(C)(C)(C)OC(C[C@H](NC([C@@H](NC(OCC1=CC=CC=C1)=O)CC1=CC2=CC=CC=C2C=C1)=O)C(N[C@@H](CCC(=O)OC(C)(C)C)C(NC1=CC=C(C=C1)C(F)(F)F)=O)=O)=O